ClC1=CNC=2N=C(N=C(C21)NC)NC2=C(C=C(C=C2)C(=O)N2CCOCC2)OC (4-((5-chloro-4-(methylamino)-7H-pyrrolo[2,3-d]pyrimidin-2-yl)amino)-3-methoxyphenyl)(morpholino)methanone